(3,4-dimethylphenyl)-5-methyl-1H-pyrazol-3(2H)-one CC=1C=C(C=CC1C)N1NC(C=C1C)=O